N1=C(C=CC=C1)S(=O)(=O)NC1=CC=C(N=N1)C(=O)N 6-(pyridine-2-sulfonylamino)pyridazine-3-carboxamide